C(CCC)C=CC1=CC=C(C=C)C=C1 4-(α-butylvinyl)styrene